C(#N)CCN(C(=O)C=1C=C(C=2N(C1)C(=CN2)C=2C=CC(=NC2)NC(OC)=O)C)C2=CC(=C(C=C2)F)OC methyl N-[5-[6-[2-cyanoethyl-(4-fluoro-3-methoxy-phenyl) carbamoyl]-8-methyl-imidazo[1,2-a]pyridin-3-yl]-2-pyridyl]carbamate